2-(4-cyclopropyl-6-methoxypyrimidin-5-yl)-4-(((4-(1-isopropyl-4-(trifluoro-methyl)-1H-imidazol-2-yl)cuban-1-yl)methyl)amino)-7,8-dihydropyrido[4,3-d]pyrimidine-6(5H)-carboxamide C1(CC1)C1=NC=NC(=C1C=1N=C(C2=C(N1)CCN(C2)C(=O)N)NCC21C3C4C5(C3C2C5C14)C=1N(C=C(N1)C(F)(F)F)C(C)C)OC